FC=1C=C(C=C(C1C=O)F)C1=CC=CC=C1 3,5-difluoro-[1,1'-biphenyl]-4-Formaldehyde